chloro-1-(cyanomethyl)-1H-pyrrolo[2,3-b]pyridine-4-carboxylic acid methyl ester COC(=O)C=1C2=C(N=CC1)N(C(=C2)Cl)CC#N